2-(9H-fluoren-9-ylmethoxycarbonylamino)-2-methyl-propanoic acid C1=CC=CC=2C3=CC=CC=C3C(C12)COC(=O)NC(C(=O)O)(C)C